FCCCOC1=NC(=NC=C1)NC1=C(N=NN1C)C1=CC=C(C(=N1)C)O[C@@H]1C[C@H](CCC1)C(=O)O (1S,3S)-3-((6-(5-((4-(3-fluoro-propoxy)pyrimidin-2-yl)amino)-1-methyl-1H-1,2,3-triazol-4-yl)-2-methylpyridin-3-yl)oxy)cyclohexane-1-carboxylic acid